2-methoxy-4-(4,4,5,5-tetramethyl-1,3,2-dioxaborolan-2-yl)aniline COC1=C(N)C=CC(=C1)B1OC(C(O1)(C)C)(C)C